C1(CCC(C)O1)=O γ-valerolactone